tert-butyl N-[(3,6-dichloropyridazine-4-carbonyl)amino]carbamate ClC=1N=NC(=CC1C(=O)NNC(OC(C)(C)C)=O)Cl